C1(CCCCC1)(C1=CC=C(N(C2=CC=C(C=C2)C)C2=CC=C(C=C2)C)C=C1)C1=CC=C(N(C2=CC=C(C=C2)C)C2=CC=C(C=C2)C)C=C1 4,4'-cyclohexylidene-bis[N,N-bis(4-tolyl)aniline]